FC=1C=NC(=NC1)[C@]12CC[C@@H](C[C@@H]2C1)OCC1N(C(CC1)C)C(=O)O.NC=1C=C2C(=NC=NC2=CC1)NCCC1=CC=C(C=C1)OC1=CC=CC=C1 6-amino-4-(4-phenoxyphenylethylamino)quinazoline 2-((((1s,3s,6r)-6-(5-fluoropyrimidin-2-yl)bicyclo[4.1.0]hept-3-yl)oxy)methyl)-5-methylpyrrolidine-1-carboxylate